3-(chloromethyl)-1H-pyrazole-5-carboxylic acid ethyl ester C(C)OC(=O)C1=CC(=NN1)CCl